CN1C=NC2=C1C=NN(C2=O)CC(=O)N[C@@H](C)C2=CC=C(C=C2)C(F)(F)F (S)-2-(1-methyl-4-oxo-1,4-dihydro-5H-imidazo[4,5-d]pyridazin-5-yl)-N-(1-(4-(trifluoromethyl)phenyl)ethyl)acetamide